N,2-diallyl-3,5-dimethylaniline C(C=C)NC1=C(C(=CC(=C1)C)C)CC=C